methyl 4-bromo-5-(3-methoxypropoxy)-6-oxopyran-2-carboxylate BrC=1C=C(OC(C1OCCCOC)=O)C(=O)OC